BrC1=CC(=C(C=C1)NC(C(C)(C)C=1N=C(SC1)NS(=O)(=O)C1CC1)=O)OC N-(4-bromo-2-methoxyphenyl)-2-(2-(cyclopropanesulfonamido)thiazol-4-yl)-2-methylpropanamide